CN1C(C=CC=C1C)=O 1,6-dimethylpyridin-2-one